C(#N)CSC(N(C1=CC=CC=C1)C)=S Cyanomethylmethyl(phenyl)carbamodithioat